ClC1=CC=C(C=C1)C#CC(=O)N1[C@H]2[C@H](N(C[C@@H]1CC2)C(N(C2=CC=CC=C2)C2=CC=CC=C2)=O)C(=O)O (1R,2S,5S)-8-(3-(4-chlorophenyl)propioloyl)-3-(diphenylcarbamoyl)-3,8-diazabicyclo[3.2.1]octane-2-carboxylic acid